N-(2-((2-(dimethylamino)ethyl)(methyl)amino)-5-((4-(8-fluoro-2-oxo-5,6-dihydro-4H-imidazo[4,5,1-ij]quinolin-1(2H)-yl)pyrimidin-2-yl)amino)-4-methoxyphenyl)acrylamide CN(CCN(C1=C(C=C(C(=C1)OC)NC1=NC=CC(=N1)N1C(N2CCCC3=CC(=CC1=C23)F)=O)NC(C=C)=O)C)C